1-isopropylamino-3-(naphthalen-1-oxy)propan-2-ol C(C)(C)NCC(COC1=CC=CC2=CC=CC=C12)O